4-bromo-3-cyclobutoxypyridin-2-amine BrC1=C(C(=NC=C1)N)OC1CCC1